4-(4-(4'-acetamido-3'-fluoro-2-methoxy-5-(methoxycarbonyl)-[1,1'-biphenyl]-3-yl)pyridin-2-yl)piperazine-1-carboxylic acid tert-butyl ester C(C)(C)(C)OC(=O)N1CCN(CC1)C1=NC=CC(=C1)C=1C(=C(C=C(C1)C(=O)OC)C1=CC(=C(C=C1)NC(C)=O)F)OC